N1(CCC1)C(=O)OCN(C[C@@H]([C@H]([C@@H]([C@@H](CO)O)O)O)O)C(=O)OCC1C2=CC=CC=C2C=2C=CC=CC12 (((((9H-fluoren-9-yl) methoxy) carbonyl) ((2S,3R,4R,5R)-2,3,4,5,6-pentahydroxyhexyl) amino) methyl) azetidine-1-carboxylate